(2s,3s,4r,5r)-N-ethyl-3,4-dihydroxy-5-(2-(2-methoxypyridin-3-yl)-6-(methylamino)-9H-purin-9-yl)tetrahydrofuran-2-carboxamide C(C)NC(=O)[C@H]1O[C@H]([C@@H]([C@@H]1O)O)N1C2=NC(=NC(=C2N=C1)NC)C=1C(=NC=CC1)OC